(S)-6-(5-(((2-(7-fluoro-1-(2-(methylsulfonyl)ethyl)-2-oxo-1,2-dihydroquinolin-8-yl)ethyl)amino)methyl)-2-oxooxazolidin-3-yl)-2H-pyrido[3,2-b][1,4]oxazin-3(4H)-one FC1=CC=C2C=CC(N(C2=C1CCNC[C@H]1CN(C(O1)=O)C=1C=CC=2OCC(NC2N1)=O)CCS(=O)(=O)C)=O